C1(CC1)OC1C(N(CC1)C=1C(=CC(=C(C1)NS(=O)(=O)C(F)(F)F)C)C)=O N-[5-[3-(cyclopropoxy)-2-oxo-pyrrolidin-1-yl]-2,4-dimethyl-phenyl]-1,1,1-trifluoro-methanesulfonamide